N1C(=NC2=C1C=CC=C2)CCN 2-(1H-benzoimidazol-2-yl)-ethylamine